N1=CC=CC2=CC(=CC=C12)O[C@@H]1CN(CC1)CC(=O)N1[C@@H](CCC1)C#N (S)-1-(2-((S)-3-(Chinolin-6-yloxy)pyrrolidin-1-yl)acetyl)pyrrolidin-2-carbonitril